NC1=NC(=CC(=N1)C=1C(=C(N(N1)C)C(=O)OC(C)(C)C)CC1=CC=CC=C1)Cl tert-butyl 5-(2-amino-6-chloro-pyrimidin-4-yl)-4-benzyl-2-methyl-pyrazole-3-carboxylate